N-(6-(2-chloro-5-fluorobenzoyl)-5-cyano-4-(4-methoxybenzyl)-3,4-dihydro-2H-benzo[b][1,4]oxazin-7-yl)-3-fluoro-5-(trifluoromethyl)benzamide ClC1=C(C(=O)C2=C(C3=C(OCCN3CC3=CC=C(C=C3)OC)C=C2NC(C2=CC(=CC(=C2)C(F)(F)F)F)=O)C#N)C=C(C=C1)F